ClC=1C(=C(C=NC1)NCC=1C=C2N=CC=NC2=CC1)N1[C@@H](CNCC1)C (R)-5-chloro-4-(2-methylpiperazin-1-yl)-N-(quinoxalin-6-ylmethyl)pyridin-3-amine